tert-butyl (3R*,4R*)-3-(3,4-dichlorophenyl)-4-[(trifluoroacetyl)amino]piperidine-1-carboxylate ClC=1C=C(C=CC1Cl)[C@@H]1CN(CC[C@H]1NC(C(F)(F)F)=O)C(=O)OC(C)(C)C |o1:8,13|